7-((3,5-difluoro-4-(1-(2-fluoroethyl)cyclopropoxy)benzyl)oxy)-3,4,11,11a-tetrahydropyrimido[6',1':2,3]imidazo[5,1-c][1,4]oxazin-9(1H)-one FC=1C=C(COC2=NC(N3C(N4C(COCC4)C3)=C2)=O)C=C(C1OC1(CC1)CCF)F